N-(3-(2-cyclopropyl-7-(methylthio)-2,3-dihydro-[1,4]dioxino[2,3-c]pyridin-5-yl)-1-methyl-1H-pyrrolo[2,3-c]pyridin-5-yl)acetamide C1(CC1)C1OC2=C(C(=NC(=C2)SC)C2=CN(C3=CN=C(C=C32)NC(C)=O)C)OC1